1-(p-isothiocyanatobenzyl)-diethylenetriamine N(=C=S)C1=CC=C(CNCCNCCN)C=C1